Sodium 4-carboxy-2,3,5,6-tetrafluorobenzenesulfonate C(=O)(O)C1=C(C(=C(C(=C1F)F)S(=O)(=O)[O-])F)F.[Na+]